ClC=1C(=NC=C(C1)C(F)(F)F)CNC(=O)C1CN(C(C1)=O)C1=C(C=C(C=C1)F)F N-[[3-chloro-5-(trifluoromethyl)pyridin-2-yl]methyl]-1-(2,4-difluorophenyl)-5-oxopyrrolidine-3-carboxamide